ClC1=C(C(=NC=C1)OC)N1CCC(CC1)N1C(N(C=2C([C@@H]1C)=CN(N2)C)CC2=C(C=CC=C2)C2CC2)=O |o1:20| (S)- or (R)-5-(4'-Chloro-2'-methoxy-3,4,5,6-tetrahydro-2H-[1,3']bipyridinyl-4-yl)-7-(2-cyclopropyl-benzyl)-2,4-dimethyl-2,4,5,7-tetrahydro-pyrazolo[3,4-d]pyrimidin-6-one